(2R,3S,4S)-furan O1C=CC=C1